N-[1-(chloromethyl)propyl]acetamide ClCC(CC)NC(C)=O